6-{3-Azabicyclo[3.1.0]hexan-3-yl}-2-methylpyridin C12CN(CC2C1)C1=CC=CC(=N1)C